(R)-4-(5,7-diiodo-4-(1-methyl-1H-pyrazol-5-yl)imidazo[1,5-b]pyridazin-2-yl)-3-methylmorpholine IC=1N=C(N2N=C(C=C(C21)C2=CC=NN2C)N2[C@@H](COCC2)C)I